C(C)(C)(C)C1=CC=C(C=C1)C1CC(C1)N(C(=O)C1CC2(C1)NC(OC2)=O)C N-((1s,3S)-3-(4-(tert-butyl)phenyl)cyclobutyl)-N-methyl-6-oxo-7-oxa-5-azaspiro[3.4]octane-2-carboxamide